2-(2-(1-(Cyclopropylsulfonyl)-1H-pyrazol-4-yl)pyrimidin-4-yl)-N4-((1s,4s)-4-fluorocyclohexyl)-5-(1-(2,2,2-trifluoroethyl)-1H-pyrazol-3-yl)pyridine-2,4-diamine C1(CC1)S(=O)(=O)N1N=CC(=C1)C1=NC=CC(=N1)C1(NC=C(C(=C1)NC1CCC(CC1)F)C1=NN(C=C1)CC(F)(F)F)N